Diisopropylmethoxy-2-tetrahydrofuryl-silane (Z)-octadeca-15-en-1-yl-acetate C(CCCCCCCCCCCCC\C=C/CC)CC(=O)O.C(C)(C)[Si](C1OCCC1)(OC)C(C)C